N,N-dimethyl-p-phenylenediamine sulphate salt S(=O)(=O)(O)O.CN(C1=CC=C(C=C1)N)C